Nitro-oleic acid CCCCCCCC/C=C\CCCCCCC(C(=O)O)[N+](=O)[O-]